CSC1=NC=C(C=N1)C(C(=O)O)CCC#C (2-(methylthio)pyrimidin-5-yl)-5-hexynoic acid